(N-[4-amino-5-(3-tert-butyl-1,2,4-oxadiazole-5-carbonyl)thiazol-2-yl]-4-fluoro-anilino)propanamide NC=1N=C(SC1C(=O)C1=NC(=NO1)C(C)(C)C)N(C1=CC=C(C=C1)F)C(C(=O)N)C